3-(Dimethylphosphono)-N-methylolpropionamide COP(=O)(CCC(=O)NCO)OC